N-[(1-methyl-5-nitro-pyrazol-4-yl)methyl]-N-[5-[4-[[5-(1-methylpyrrolidin-3-yl)oxypyrimidin-2-yl]amino]cyclohexoxy]-7-morpholino-1,6-naphthyridin-3-yl]methanesulfonamide CN1N=CC(=C1[N+](=O)[O-])CN(S(=O)(=O)C)C=1C=NC2=CC(=NC(=C2C1)OC1CCC(CC1)NC1=NC=C(C=N1)OC1CN(CC1)C)N1CCOCC1